ClC1=C(C=CC=C1)C1(CC1)N (2-Chlorophenyl)cyclopropanamine